OC1CC(OC2=C1C=C(C=C2)C(F)(F)F)C(=O)NC21CC(C2)(C1)N1N=CC(=C1)C(=O)N1C[C@H](CC1)OC(F)(F)F 4-hydroxy-N-(3-{4-[(3S)-3-(trifluoromethoxy)pyrrolidine-1-carbonyl]-1H-pyrazol-1-yl}bicyclo[1.1.1]pentan-1-yl)-6-(trifluoromethyl)-3,4-dihydro-2H-1-benzopyran-2-carboxamide